CC=1C=C(C=C(C1)C)OB(O)O (3,5-dimethylphenyl)boric acid